C(C)C1=CC=2C(C3=CC=C(C=C3C(C2C=C1)=O)CC)=O 2,6-diethylanthraquinone